C(CCC)[Si](C)(C)OCC=C butyl(allyloxy)dimethylsilane